benzyl N-{5-[(1S,3R)-3-[(propylcarbamoyl)oxy]cyclopentyl]-1H-pyrazol-3-yl}carbamate C(CC)NC(=O)O[C@H]1C[C@H](CC1)C1=CC(=NN1)NC(OCC1=CC=CC=C1)=O